7,8-dimethyl-10-((2R,3R,4S)-2,3,4,5-tetrahydroxypentyl)benzo[g]pteridine CC=1C(=CC2=C(NC=3C=NC=NC3N2C[C@H]([C@H]([C@H](CO)O)O)O)C1)C